FC=1C=C(OCCN2CCC3(CC2)C(N(C2=CC=C(C=C23)C#N)C)=O)C=C(C1C1(COC1)S(=O)(=O)C)F 1'-{2-[3,5-difluoro-4-(3-methanesulfonyl-oxetan-3-yl)phenoxy]ethyl}-1-methyl-2-oxo-1,2-dihydrospiro[indole-3,4'-piperidine]-5-carbonitrile